CNN(C1=CC=C(C=C1)\C=C\C=C\C=C\C1=CC=NC=C1)NC N,N-dimethylamino-4-((1E,3E,5E)-6-(pyridin-4-yl)hexa-1,3,5-trien-1-yl)aniline